Cl.Cl.ClC=1N=C(C2=C(N1)C(=CS2)C)NCN2CN=CC=C2 2-chloro-7-methyl-N-[(pyrimidin-1-yl)methyl]thieno[3,2-d]pyrimidin-4-amine dihydrochloride